The molecule is an alpha-D-Galp-(1->3)-D-GalpNAc in which the anomeric centre at the reducing end has alpha-configuration. It is an alpha-D-Galp-(1->3)-D-GalpNAc and a D-Galp-(1->3)-D-GalpNAc. CC(=O)N[C@@H]1[C@H]([C@H]([C@H](O[C@@H]1O)CO)O)O[C@@H]2[C@@H]([C@H]([C@H]([C@H](O2)CO)O)O)O